7-methyl-2,3-dihydropyrrolo[1,2-d][1,2,4]triazine-1,4-dione CC=1C=C2N(C(NNC2=O)=O)C1